methyl 4-(4-oxopiperidin-3-yl)benzoate HCl salt Cl.O=C1C(CNCC1)C1=CC=C(C(=O)OC)C=C1